N1CNCC(=C1)C(=O)O 1,2,3,4-tetrahydropyrimidine-5-formic acid